O1CC(C1)N1C=CC=2C1=CN=C(C2)NC(C)=O N-(1-(oxetan-3-yl)-1H-pyrrolo[2,3-c]pyridin-5-yl)acetamide